tert-butyl (2-(6-chloro-3-oxo-[1,2,4]triazolo[4,3-a]pyridin-2(3H)-yl)ethyl)carbamate ClC=1C=CC=2N(C1)C(N(N2)CCNC(OC(C)(C)C)=O)=O